4-(4-Chlorophenyl)-1-[(2-methylpyrazol-3-yl)methyl]pyrazole ClC1=CC=C(C=C1)C=1C=NN(C1)CC=1N(N=CC1)C